acryloxyundecyliododimethylsilane C(C=C)(=O)OCCCCCCCCCCC[Si](C)(C)I